COC1=CC=C(C2=C1NC(=N2)NC(C#CCN(C)C)=O)C=2C=NN(C2)C 4-Dimethylamino-but-2-ynoic acid [7-methoxy-4-(1-methyl-1H-pyrazol-4-yl)-1H-benzoimidazol-2-yl]-amide